CN1C=C([C@H]2[C@H](O)[C@H](O)[C@@H](CO)O2)C(NC1=S)=O 1-methyl-2-thiopseudouridine